CN(CCNC(=O)C12CC3CC(CC(C1)C3)C2)C N-(2-(dimethylamino)ethyl)adamantane-1-formamide